C[C@H]1[C@H]([C@H]([C@@H]([C@@H](O1)O[C@@H]2[C@H]([C@@H](O[C@@H]([C@H]2O[C@H]3[C@@H]([C@H]([C@H]([C@H](O3)CO)O)OS(=O)(=O)O)O)CO)O)O)O)O)O The molecule is beta-D-Galp3S-(1->4)-[alpha-L-Fucp-(1->3)]-D-Glcp with beta configuration at the glucose anomeric centre. A trisaccharide derivative that consists of beta-D-glucose having an alpha-L-fucosyl residue attached at position 3 and a 3-sulfated beta-D-galactosyl residue attached at position 4.